C(C)NC(C1=C(C=CC(=C1)F)S)=O N-ethyl-5-fluoro-2-sulfanyl-benzamide